5-(3-fluorophenyl)pyridin-2-amine FC=1C=C(C=CC1)C=1C=CC(=NC1)N